FC=1C(=C2C(=NC1NC1=NC(=CC(=C1)NC)C)CCCO2)C=2CC(CNCC2)O 5-[7-fluoro-6-[[6-methyl-4-(methylamino)-2-pyridyl]amino]-3,4-dihydro-2H-pyrano[3,2-b]pyridin-8-yl]-2,3,4,7-tetrahydro-1H-azepin-3-ol